OCC1=CC(=C(C=C1)NCCCCCNC(OC(C)(C)C)=O)[N+](=O)[O-] tert-butyl (5-((4-(hydroxymethyl)-2-nitrophenyl)amino)pentyl)carbamate